ClC=1N=NC(=CC1)OC 3-chloro-6-methoxypyridazine